C(N)(=O)C1=CC=C(C2=C1N=C(S2)OC)N2C[C@@H](N([C@H](C2)C)C(=O)OC(C)(C)C)C tert-butyl (2S,6S)-4-(4-carbamoyl-2-methoxy-1,3-benzothiazol-7-yl)-2,6-dimethyl-piperazine-1-carboxylate